N1(CCCC1)C(=O)[C@@H]1CCCC=2N1C(N(N2)CC=2C=NC=C(C2)C(F)(F)F)=O (5S)-5-(Pyrrolidin-1-ylcarbonyl)-2-{[5-(trifluoromethyl)pyridin-3-yl]methyl}-5,6,7,8-tetrahydro[1,2,4]triazolo[4,3-a]pyridin-3(2H)-one